C(C)(C)(C)C=1C=C(CCCC(=O)OCC(COC(CCCC2=CC(=C(C(=C2)C(C)(C)C)O)C(C)(C)C)=O)(COC(CCCC2=CC(=C(C(=C2)C(C)(C)C)O)C(C)(C)C)=O)COC(CCCC2=CC(=C(C(=C2)C(C)(C)C)O)C(C)(C)C)=O)C=C(C1O)C(C)(C)C pentaerythritol tetrakis[3-(3,5-di-tert-butyl-4-hydroxybenzyl) propionate]